ClC1=C(C=CC(=C1)Cl)C=1CCCC2=C(C1OS(=O)(=O)C(F)(F)F)C=CC(=C2)C(=O)OC methyl 8-(2,4-dichlorophenyl)-9-(((trifluoromethyl)sulfonyl)oxy)-6,7-dihydro-5H-benzo[7]annulene-3-carboxylate